ethyl 6-[5-(difluoromethoxy)-2-pyridyl]-4-hydroxy-1-(2-morpholinoethyl)-2-oxo-1,8-naphthyridine-3-carboxylate FC(OC=1C=CC(=NC1)C=1C=C2C(=C(C(N(C2=NC1)CCN1CCOCC1)=O)C(=O)OCC)O)F